tert-butyl-2-chloro-6,7-dihydro-5H-cyclopenta[b]pyridin-7-ol C(C)(C)(C)C=1C=C2C(=NC1Cl)C(CC2)O